2-(2,6-dioxopiperidin-3-yl)-4-(2-fluoro-4-((4-morpholinopiperidin-1-yl)methyl)benzylamino)isoindoline-1,3-dione O=C1NC(CCC1N1C(C2=CC=CC(=C2C1=O)NCC1=C(C=C(C=C1)CN1CCC(CC1)N1CCOCC1)F)=O)=O